2-(((αR)-6-(2,5-dioxo-3-(4-(trifluoromethoxy)phenyl)imidazolidin-1-yl)spiro[3.3]heptan-2-yl)oxy)nicotinamide O=C1N(C(CN1C1=CC=C(C=C1)OC(F)(F)F)=O)C1CC2(CC(C2)OC2=C(C(=O)N)C=CC=N2)C1